OCC1(CC(CCC1)C)N 1-hydroxymethyl-3-methyl-cyclohexylamine